[(1-(3-fluorophenyl)cyclopentyl)methyl]trimethylammonium hydroxide [OH-].FC=1C=C(C=CC1)C1(CCCC1)C[N+](C)(C)C